N-(3-amino-2,6-difluorophenyl)-N-ethyl-2,2-difluoroacetamide NC=1C(=C(C(=CC1)F)N(C(C(F)F)=O)CC)F